20-(di-tert-butoxyphosphoryl)icosanoic acid C(C)(C)(C)OP(=O)(OC(C)(C)C)CCCCCCCCCCCCCCCCCCCC(=O)O